CC1=CC=C(C=N1)C=1C=C2C=CN=C(C2=CC1)NCC1=CC=C(C=C1)C1=CC(=NC=C1)C 6-(6-methylpyridin-3-yl)-N-(4-(2-methylpyridin-4-yl)benzyl)isoquinolin-1-amine